(2R)-3-methyl-2-[3-[[3-(4-piperidyloxy)azetidin-1-yl]isoxazol-5-yl]butanoyl]-N-[(1S)-1-[4-(4-methylthiazol-5-yl)phenyl]ethyl]pyrrolidine-2-carboxamide trifluoroacetate FC(C(=O)O)(F)F.CC1[C@](NCC1)(C(=O)N[C@@H](C)C1=CC=C(C=C1)C1=C(N=CS1)C)C(CC(C)C1=CC(=NO1)N1CC(C1)OC1CCNCC1)=O